C(C1=CC=CC=C1)C(C(CN(C)C)C)(C1=CC=CC=C1)OC(CC)=O (+)-(1-benzyl-3-dimethylamino-2-methyl-1-phenylpropyl)propionate